The molecule is a member of the class of 1,2-benzothiazoles that is 1,2-benzothiazole 1,1-dioxide substituted at position 3 by an allyloxy group. A fungicide used to control rice blast. It has a role as a plant activator and an antifungal agrochemical. It is a 1,2-benzisothiazole, an aromatic ether, a sulfone and a benzothiazole fungicide. It derives from a saccharin. C=CCOC1=NS(=O)(=O)C2=CC=CC=C21